[N+](=O)([O-])C=1C=C(C=CC1)N1C(C=CC1=O)=O 1-(3-nitrophenyl)-1H-pyrrole-2,5-dione